methyl 1-(4-((S)-2-((S)-2-amino-3-methylbutanamido)-5-ureidopentanamido)benzyl)-1H-pyrrole-3-carboxylate N[C@H](C(=O)N[C@H](C(=O)NC1=CC=C(CN2C=C(C=C2)C(=O)OC)C=C1)CCCNC(=O)N)C(C)C